Telluroleylamin [Te]1C(=CC=C1)N